7-methylnaphthalen-1-ol CC1=CC=C2C=CC=C(C2=C1)O